2-(3-chloro-4-(4-hydroxy-3-isopropylbenzyl)-5-isopropylphenyl)-5-hydroxy-3-oxo-2,3-dihydro-1,2,4-triazine-6-carbonitrile ClC=1C=C(C=C(C1CC1=CC(=C(C=C1)O)C(C)C)C(C)C)N1N=C(C(=NC1=O)O)C#N